2-[6-(4-mesylbenzyl)-2,6-diazaspiro[3.3]heptane-2-carbonyl]-7-oxa-2,5-diazaspiro[3.4]octan-6-one S(=O)(=O)(C)C1=CC=C(CN2CC3(CN(C3)C(=O)N3CC4(C3)NC(OC4)=O)C2)C=C1